[B].[Cs] cesium boron salt